C[C@@H](CC)N1C(=CC=C1CCCC1=CC=CC=C1)C(=O)NC=1C=C(C=CC1C(F)(F)F)[C@H]1[C@H](C1)C(=O)O[C@H]1[C@@H](CC[C@H](C1)C)C(C)C (1R,2S,5R)-5-Methyl-2-(propan-2-yl)cyclohexyl (1S,2R)-2-[3-({1-[(2S)-butan-2-yl]-5-(3-phenylpropyl)1H-pyrrole-2-carbonyl}amino)-4-(trifluoromethyl)phenyl]cyclopropane-1-carboxylate